N1-[(2,4-dimethoxyphenyl)methyl]-N5-[[2-fluoro-4-[2-[(1R,4R)-5-isopropyl-2,5-diazabicyclo[2.2.1]heptan-2-yl]ethyl]phenyl]methyl]isoquinoline-1,5-diamine COC1=C(C=CC(=C1)OC)CNC1=NC=CC=2C(=CC=CC12)NCC1=C(C=C(C=C1)CCN1[C@H]2CN([C@@H](C1)C2)C(C)C)F